4-amino-N-(4-(methoxymethyl)phenyl)-6-((4-methoxyphenyl)ethynyl)-7-(1-methylcyclopropyl)-7H-pyrrolo[2,3-d]pyrimidine-5-carboxamide NC=1C2=C(N=CN1)N(C(=C2C(=O)NC2=CC=C(C=C2)COC)C#CC2=CC=C(C=C2)OC)C2(CC2)C